4-(2-acryloxyhexoxy)-2-hydroxybenzophenone C(C=C)(=O)OC(COC1=CC(=C(C(=O)C2=CC=CC=C2)C=C1)O)CCCC